C(=O)(OC(C)(C)C)N([C@H](C)C(=O)O)C N-Boc-N-Methyl-D-alanine